ClC1=CC=C(C=C1)C1=NN(C[C@@H]1C1=CC=CC=C1)/C(/N(CCNS(N)(=O)=O)C)=N/S(=O)(=O)C1=CC=C(C=C1)Cl (S,E)-3-(4-chlorophenyl)-N'-((4-chlorophenyl)sulfonyl)-N-methyl-4-phenyl-N-(2-(sulfamoylamino)ethyl)-4,5-dihydro-1H-pyrazole-1-carboximidamide